(3S)-5-(6-benzyloxy-3-fluoro-2-pyridinyl)-6-chloro-3-methyl-7-(trifluoromethyl)-1,3-dihydro-1,4-benzodiazepine C(C1=CC=CC=C1)OC1=CC=C(C(=N1)C1=N[C@H](CNC2=C1C(=C(C=C2)C(F)(F)F)Cl)C)F